3-nitro-1H-pyrazole-5-carboxamide [N+](=O)([O-])C1=NNC(=C1)C(=O)N